C(C)OC(C(C(C(=O)OCC)=O)CCN(CC1=CC=CC=C1)CC1=CC=CC=C1)=O 2-(2-(dibenzylamino)ethyl)-3-oxosuccinic acid diethyl ester